COC1=C(C=CC(=C1)C(F)(F)F)C1=NN=C(C2=CC=CC=C12)O 4-(2-methoxy-4-(trifluoromethyl)phenyl)phthalazin-1-ol